C(C=C)N(N1C(C=CC(=C1)[C@@H]1OCC[C@@H](C1)C1=NC2=NC(=C(N=C2C(=N1)C12CC(C1)(C2)C(F)(F)F)C)C)=O)CC=C 1-(diallylamino)-5-[(2R,4S)-4-[6,7-dimethyl-4-[3-(trifluoromethyl)-1-bicyclo[1.1.1]pentanyl]pteridin-2-yl]tetrahydropyran-2-yl]pyridin-2-one